CC1=CC=C(C=N1)[C@H]1N(OCC1)C(=O)C1CCN(CC1)C1=NC=CC(=N1)N1C(C2(CC2)CC1)=O 5-[2-[4-[(3S)-3-(6-methylpyridin-3-yl)-1,2-oxazolidine-2-carbonyl]piperidin-1-yl]pyrimidin-4-yl]-5-azaspiro[2.4]heptan-4-one